C1(=CC=CC=C1)C1=C(C(=C(C=C1)C)P(O)(O)=O)C1=CC=CC=C1 diphenyl-(tolylphosphonic acid)